COC(=O)C1=CC=C2C(=N1)NC=C2C2CN(CCC2)C(=O)OC(C)(C)C Tert-butyl 3-[6-(methoxycarbonyl)-1H-pyrrolo[2,3-b]pyridin-3-yl]piperidine-1-carboxylate